3-hydroxy-2-naphthoic acid (1-phenylethylidene) hydrazide C1(=CC=CC=C1)C(C)=NNC(=O)C1=CC2=CC=CC=C2C=C1O